NC1=CC(=C(C(=O)NC2=C(C(=NC=C2C)OC)Cl)C=C1F)O[C@H](C(F)(F)F)C (S)-4-Amino-N-(3-chloro-2-methoxy-5-methylpyridin-4-yl)-5-fluoro-2-((1,1,1-trifluoropropan-2-yl)oxy)benzamide